CC1=C(C=CC=C1)N=C(C)C1=NC=CC=C1 2-[1-(2-Methylphenylimino)ethyl]pyridin